(E)-N-(4-(4-hydroxy-2-methylbut-2-enamido)butyl)-4-methoxybenzamide OC/C=C(/C(=O)NCCCCNC(C1=CC=C(C=C1)OC)=O)\C